4-({[(4R)-2,2-dimethyl-1,3-dioxan-4-yl]methoxy}methyl)-1-methylpyrrolidin-2-one CC1(OCC[C@@H](O1)COCC1CC(N(C1)C)=O)C